C(C)(C)NC(C)C=1C=C(C=CC1)NC1=NC=C(C(=N1)NC=1C=CC2=C(NC(O2)=O)C1)C 5-(2-(3-(1-(isopropylamino)ethyl)phenylamino)-5-methylpyrimidin-4-ylamino)benzo[d]oxazol-2(3H)-one